OC(C)(CC)C1=CC(=NC=C1)N1N=CC(=C1)S(=O)(=O)NC=1C(=CC=C2C=NN(C12)C)OC 1-{4-[2-hydroxybutan-2-yl]pyridin-2-yl}-N-(6-methoxy-1-methylindazol-7-yl)pyrazole-4-sulfonamide